1-[[4-[5-(hydroxymethyl)-6-(trifluoromethyl)-2-pyridinyl]phenyl]methyl]pyrrolidin-2-one OCC=1C=CC(=NC1C(F)(F)F)C1=CC=C(C=C1)CN1C(CCC1)=O